CNC(=O)N1CC2(C1)N(C(CN(C2=O)C2=CC=C(C=C2)C(F)(F)F)=O)CC2=CC=C(C=C2)C(F)(F)F N-methyl-6,9-dioxo-5-(4-(trifluoromethyl)benzyl)-8-(4-(trifluoromethyl)phenyl)-2,5,8-triazaspiro[3.5]nonane-2-carboxamide